BrC1=C(C=C2C(=NC(=NC2=C1F)Cl)N1C[C@H](N(C[C@@H]1C)C(=O)OC(C)(C)C)C)OC(F)(F)F tert-butyl (2R,5S)-4-[7-bromo-2-chloro-8-fluoro-6-(trifluoromethoxy)quinazolin-4-yl]-2,5-dimethyl-piperazine-1-carboxylate